COC=1C=C(\C=C\2/CC(C\C(\C2=O)=C/C2=CC(=C(C=C2)OC)OC)NS(=O)(=O)N2C(CCC2)COC)C=CC1OC N-(3,5-Bis((E)-3,4-dimethoxybenzylidene)-4-oxocyclohexyl)-2-(methoxymethyl)pyrrolidine-1-sulfonamide